(S)-N-(4-methyl-3-(2-morpholino-6-((tetrahydro-2H-pyran-4-yl)amino)pyridin-4-yl)phenyl)-3-(2,2,2-trifluoroethyl)pyrrolidine-1-carboxamide CC1=C(C=C(C=C1)NC(=O)N1C[C@@H](CC1)CC(F)(F)F)C1=CC(=NC(=C1)NC1CCOCC1)N1CCOCC1